C12(CC(C1)C2)NC(=O)C2=C(C=1C(=NC=C(N1)C(F)(F)F)N(C2=O)CCN2CCOCC2)O N-(bicyclo[1.1.1]pentan-1-yl)-8-hydroxy-5-(2-morpholinoethyl)-6-oxo-2-(trifluoromethyl)-5,6-dihydropyrido[2,3-b]pyrazine-7-carboxamide